(Z)-1-(2,5-difluoro-3-methylphenyl)-3-(dimethylamino)but-2-en-1-one FC1=C(C=C(C=C1C)F)C(\C=C(\C)/N(C)C)=O